C1(CC1)N1[C@H](CN(CC1)C1CCN(CC1)C1=C(C=C(C(=C1)OC)NC1=NC=NC(=C1)N1OCC[C@@H]1C1=CC(=CC=C1)OC1=CC=CC=C1)NC(C=C)=O)C N-(2-(4-((S)-4-cyclopropyl-3-methylpiperazin-1-yl)piperidin-1-yl)-4-methoxy-5-((6-((R)-3-(3-phenoxyphenyl)-isoxazolidin-2-yl)-pyrimidin-4-yl)-amino)phenyl)-acrylamide